N1(C=CC2=CC=CC=C12)CC(=O)NCC(=O)NCC(=O)OC methyl (2-(1H-indol-1-yl)acetyl)glycylglycinate